(4-bromo-2,5-difluorophenyl)-6-chloro-7-(difluoromethyl)pyrazolo[1,5-a]pyridine-3-sulfonamide BrC1=CC(=C(C=C1F)C1=NN2C(C=CC(=C2C(F)F)Cl)=C1S(=O)(=O)N)F